FN1[C@]2(CN(C[C@@H]1CC2)C2=CC=NC=C2)C 8-fluoro-4-((1R,5S)-1-methyl-3,8-diazabicyclo[3.2.1]octan-3-yl)pyridin